O=C1NC2=CC(=CC=C2C(N1CCC)=O)CN1CCN(CC1)C=1C(=NC(=CC1)F)C(=O)NC (4-((2,4-dioxo-3-propyl-1,2,3,4-tetrahydroquinazolin-7-yl)methyl)piperazin-1-yl)-6-fluoro-N-methylpicolinamide